(R)-1,3-dimethyl-N-(5-(5-(methyl-d3)-1,2,4-oxadiazol-3-yl)-2,3-dihydro-1H-inden-1-yl)-1H-pyrazole-4-carboxamide CN1N=C(C(=C1)C(=O)N[C@@H]1CCC2=CC(=CC=C12)C1=NOC(=N1)C([2H])([2H])[2H])C